N[C@@H](CC(=O)O)CC1=CC=C(C=C1)Br (R)-3-amino-4-(4-bromophenyl)-butyric acid